(5-(5-(3,7-diazabicyclo[3.3.1]non-3-yl)benzo[d]oxazol-2-yl)-8-(methylamino)-2,7-naphthyridin-3-yl)cyclopropanecarboxamide hydrochloride Cl.C12CN(CC(CNC1)C2)C=2C=CC1=C(N=C(O1)C1=C3C=C(N=CC3=C(N=C1)NC)C1(CC1)C(=O)N)C2